NCCNCCC[SiH2]C(OCC)OCC N-(2-aminoethyl)-3-aminopropyldiethoxymethylsilane